(R)-1-(1-benzylpyrrolidine-3-yl)-3-(3-chlorophenyl)thiourea C(C1=CC=CC=C1)N1C[C@@H](CC1)NC(=S)NC1=CC(=CC=C1)Cl